N(=[N+]=[N-])CCC=1OC2=C(C1)C=C(C=C2[C@@H](C)N[S@](=O)C(C)(C)C)F (R)-N-((1R)-1-(2-(2-azidoethyl)-5-fluorobenzofuran-7-yl)ethyl)-2-methylpropane-2-sulfinamide